C(#N)C1=CC=C(C=C1)C#C 4-cyanophenyl-acetylene